CC(C)C#CC(C)C 2,5-dimethyl-hex-3-yne